(S)-3-(3-(3-(1-methoxypropane-2-yl)-2,4-dioxo-1-(2-(piperidin-1-yl)ethyl)-1,2,3,4-tetrahydroquinazolin-6-yl)ureido)-N,N-dimethylbenzamide COC[C@H](C)N1C(N(C2=CC=C(C=C2C1=O)NC(NC=1C=C(C(=O)N(C)C)C=CC1)=O)CCN1CCCCC1)=O